CN1N=C(C(=C1C)C=1C=NN2C1C=C(C=C2)C2=CC(=CO2)C(=O)OCC)C(F)(F)F ethyl 5-[3-[1,5-dimethyl-3-(trifluoromethyl)pyrazol-4-yl]pyrazolo[1,5-a]pyridin-5-yl]furan-3-carboxylate